Cl.NCC=1C=NN(C1)CC1=CC2=C(C(=NO2)NS(=O)(=O)C2=C(C=C(C=C2)OC)OC)C(=C1)OC N-(6-((4-(aminomethyl)-1H-pyrazol-1-yl)methyl)-4-methoxybenzo[d]isoxazol-3-yl)-2,4-dimethoxybenzenesulfonamide hydrochloride